[Na].S1N=CC=CC=C1 thiazepine sodium